(S)-4-(3-((difluoromethyl)sulfonyl)-5,5-difluoro-4-hydroxyl-4,5,6,7-tetrahydro-1H-indol-1-yl)-2-(trifluoromethyl)benzonitrile FC(S(=O)(=O)C1=CN(C=2CCC([C@H](C12)O)(F)F)C1=CC(=C(C#N)C=C1)C(F)(F)F)F